(2S,E)-4-(4'-(3-ethoxy-2-hydroxypropoxy)-[1,1'-biphenyl]-4-yl)-2-(2-((S)-1-hydroxyethyl)-1H-imidazol-1-yl)but-3-en-1-ol C(C)OCC(COC1=CC=C(C=C1)C1=CC=C(C=C1)/C=C/[C@@H](CO)N1C(=NC=C1)[C@H](C)O)O